FC=1C=C(C=CC1OC1=CC=NC2=CC(=C(C=C12)OC)OCCNCC1COC1)NC(=O)C1=C2C(=CN(C1=O)C1=CC=C(C=C1)F)CCO2 N-(3-fluoro-4-((6-methoxy-7-(2-((oxetan-3-ylmethyl)amino)ethoxy)quinolin-4-yl)oxy)phenyl)-5-(4-fluorophenyl)-6-oxo-2,3,5,6-tetrahydrofuro[3,2-c]pyridine-7-carboxamide